5-[4-[(2-chloropyridin-3-yl)carbonylamino]phenyl]-1H-[1,4]diazepino[2,3-f]isoquinoline-2,4(3H,5H)-dione ClC1=NC=CC=C1C(=O)NC1=CC=C(C=C1)N1C(CC(NC2=C3C=CN=CC3=CC=C21)=O)=O